1-[2-(difluoromethyl)-4-methylphenyl]-N-[(3R)-1-methylpiperidin-3-yl]pyrido[3,4-d]pyridazin-4-amine FC(C1=C(C=CC(=C1)C)C1=C2C(=C(N=N1)N[C@H]1CN(CCC1)C)C=NC=C2)F